3-Amino-8-(3-(2-cyanoethyl)phenyl)-N-propylimidazo[1,2-a]pyridine-2-carboxamide NC1=C(N=C2N1C=CC=C2C2=CC(=CC=C2)CCC#N)C(=O)NCCC